(R)-1-(1-(Cyclopropylmethyl)piperidin-3-yl)-5-(8-methoxy-[1,2,4]triazolo[1,5-a]pyridin-6-yl)-6-methyl-1,3-dihydro-2H-benzo[d]imidazol-2-on C1(CC1)CN1C[C@@H](CCC1)N1C(NC2=C1C=C(C(=C2)C=2C=C(C=1N(C2)N=CN1)OC)C)=O